C(CCCCC)C(OC(OCCNCCNCC)=O)CCCC(=O)[O-] 12-hexyl-10-oxo-9,11-dioxa-3,6-diazahexadecan-16-oate